N-(4-(2-(6,12-dioxo-8-(3-(trifluoromethyl)phenyl)-3,4,6,11,12,12a-hexahydrobenzo[e]pyrazino[1,2-a][1,4]diazepin-2(1H)-yl)-2-oxoethoxy)phenyl)-N-methylmethanesulfonamide O=C1C2=C(NC(C3N1CCN(C3)C(COC3=CC=C(C=C3)N(S(=O)(=O)C)C)=O)=O)C=CC(=C2)C2=CC(=CC=C2)C(F)(F)F